NCCCCN(CCO)CCCN 2-((4-aminobutyl)(3-aminopropyl)amino)ethan-1-ol